5-(3-(1-(5-(aminomethyl)-2-methylbenzamido)ethyl)-5-(1-methyl-1H-pyrazol-4-yl)phenyl)thiophene-2-carboxamide NCC=1C=CC(=C(C(=O)NC(C)C=2C=C(C=C(C2)C=2C=NN(C2)C)C2=CC=C(S2)C(=O)N)C1)C